ClC1=CC=C2C(=N1)N(N=C2C#N)C 6-chloro-1-methylpyrazolo[3,4-b]pyridine-3-carbonitrile